IC1=CN=C2N1C(=CC=C2)C#N 3-Iodoimidazo[1,2-a]pyridine-5-carbonitrile